2-[3'-(triphenylen-2-yl)biphenyl-3-yl]-4,6-diphenyl-1,3,5-triazin C1=C(C=CC=2C3=CC=CC=C3C3=CC=CC=C3C12)C=1C=C(C=CC1)C1=CC(=CC=C1)C1=NC(=NC(=N1)C1=CC=CC=C1)C1=CC=CC=C1